7-(4-chloro-3,5-difluorophenyl)-5-ethyl-5,6,7,8-tetrahydro-2,7-naphthyridine-3-carboxylic acid ClC1=C(C=C(C=C1F)N1CC(C=2C=C(N=CC2C1)C(=O)O)CC)F